NC1=C(C=2C(=NC=C(N2)N2CCC(CC2)C(NC)=O)N1C1=C(C(=CC=C1C)O)C)C(=O)N 6-amino-5-(3-hydroxy-2,6-dimethyl-phenyl)-2-[4-(methylcarbamoyl)-1-piperidyl]pyrrolo[2,3-b]pyrazine-7-carboxamide